C(#N)C[C@@H](C1=CC=C(C=C1)S(=O)(=O)CC)C1=C(C(=O)N)C=CC(=C1)N1[C@@H](CC[C@@H](C1)OC1=CC=C(C=C1)C(F)(F)F)COC(F)F ((S)-2-cyano-1-(4-(ethylsulfonyl)phenyl)ethyl)-4-((2S,5S)-2-((difluoromethoxy)methyl)-5-(4-(trifluoromethyl)phenoxy)piperidin-1-yl)benzamide